ethyl (E)-3-(2'-methyl-6-(trifluoromethoxy)biphenyl-3-yl)acrylate CC1=C(C=CC=C1)C1=CC(=CC=C1OC(F)(F)F)/C=C/C(=O)OCC